C12COCC(N1C=1SC3=C(N1)C=CC(=C3C(=O)NC3=C(C=CC(=C3)OC)C(NC31COC(CC3)(CC1)C(F)(F)F)=O)OC)C2 2-(3-Oxa-6-azabicyclo[3.1.1]heptan-6-yl)-6-methoxy-N-(5-methoxy-2-((1-(trifluoromethyl)-2-oxabicyclo[2.2.2]octan-4-yl)carbamoyl)phenyl)benzo[d]thiazole-7-carboxamide